1-(4-(benzo[d][1,3]dioxol-5-yl(4-(trifluoromethyl)phenyl)amino)piperidine-1-carbonyl)-1H-1,2,4-triazole-3-carbonitrile O1COC2=C1C=CC(=C2)N(C2CCN(CC2)C(=O)N2N=C(N=C2)C#N)C2=CC=C(C=C2)C(F)(F)F